CSP1SC=CP(S1)SC 2,4-bis(methylthio)-1,3,2,4-dithiadiphosphine